BrC1=C(C(=C(C=C1)C=1C(=NN(C1)COCC[Si](C)(C)C)C)F)F 2-[[4-(4-bromo-2,3-difluoro-phenyl)-3-methyl-pyrazol-1-yl]methoxy]ethyl-trimethyl-silane